The molecule is a phthalic acid monoester obtained by formal condensation of one of the carboxy groups of phthalic acid with the hydroxy group of 4-hydroxybutyric acid. It has a role as a human urinary metabolite and a human xenobiotic metabolite. It is a phthalic acid monoester and a dicarboxylic acid. It derives from a 4-hydroxybutyric acid. C1=CC=C(C(=C1)C(=O)O)C(=O)OCCCC(=O)O